C(C)(C)(C)OC(=O)NC(CCCS(=O)(=O)[O-])CCOS(=O)(=O)C [3-(tert-butoxycarbonylamino)-5-methylsulfonyloxy-pentyl]methanesulfonate